FC=1C=C(C=C(C1)F)C1=CC(=CS1)N(C(=O)N)[C@H]1CNCCC1 (R)-5-(3,5-difluorophenyl)-N-(piperidin-3-yl)-3-ureidothiophene